BrC=1C=C2C(=NC(=NC2=CC1OC)C(F)F)N[C@H](C)C1=CC(=CC(=C1)[N+](=O)[O-])C(COC)(F)F (R)-6-bromo-N-(1-(3-(1,1-difluoro-2-methoxyethyl)-5-nitrophenyl)ethyl)-2-(difluoromethyl)-7-methoxyquinazolin-4-amine